BrC=1C=CC(N(C1)CC)=O 5-bromo-1-ethyl-1,2-dihydropyridin-2-one